CNCC1=CC(=CC=C1)N methyl-m-aminobenzylamine